NCC(CN1N=CN(C1=O)CC1=CC(=CC=C1)C=1C=NC(=CC1)N(C)C)=C(F)F 2-[2-(aminomethyl)-3,3-difluoro-allyl]-4-[[3-[6-(dimethylamino)-3-pyridinyl]phenyl]methyl]-1,2,4-triazol-3-one